C(C)(C)(C)OC(CO[C@@H]1CNCCC1)=O (S)-2-(piperidin-3-yloxy)acetic acid tert-butyl ester